C(CNC(=S)[S-])NC(=S)[S-].[Zn+2] Zinc ethylenebisthiocarbamate